ClC1=C2C(N(C(NC2=C(C=C1)S(=O)(=O)C=1C=C2C(=NC1)C=CN2C)=O)O)=O 5-chloro-3-hydroxy-8-((1-methyl-1H-pyrrolo[3,2-b]pyridin-6-yl)sulfonyl)quinazoline-2,4(1H,3H)-dione